6-[[(2R,3S,4S,5S)-3-(3,4-Difluoro-2-methoxy-phenyl)-4,5-dimethyl-5-(trifluoromethyl)tetrahydrofuran-2-carbonyl]amino]pyrazin-2-carboxamid FC=1C(=C(C=CC1F)[C@H]1[C@@H](O[C@@]([C@H]1C)(C(F)(F)F)C)C(=O)NC1=CN=CC(=N1)C(=O)N)OC